2-((3,4-dichlorophenyl)((4,4-difluorocyclohexyl)amino)methyl)-5-methyl-1H-imidazol ClC=1C=C(C=CC1Cl)C(C=1NC(=CN1)C)NC1CCC(CC1)(F)F